C(C1=CC=CC=C1)C(CCCNC(=O)C1=CC=C2C(=CC=NC2=C1)Cl)C(=O)N1CCC(CC1)(O)CN1C=NC2=CC(=CC=C2C1=O)NC(CCCl)=O N-(4-benzyl-5-(4-((7-(3-chloropropionamido)-4-oxoquinazolin-3(4H)-yl)methyl)-4-hydroxypiperidin-1-yl)-5-oxopentyl)-4-chloroquinoline-7-carboxamide